(4aS,8S)-8-hydroxy-4a,8-dimethyl-4,5,6,7-tetrahydro-3H-naphthalen-2-one O[C@]1(CCC[C@]2(CCC(C=C12)=O)C)C